C(C)(C)(C)OC(=O)N1CC(C1)C1=CC=C(C=C1)C1=C(C=C(C=C1)Cl)S(=O)(=O)C 3-[4-(4-chloro-2-methylsulfonyl-phenyl)phenyl]azetidine-1-carboxylic acid tert-butyl ester